NC1=C(SC2=NC(=CC=C21)C)C(=O)N[C@H]2CC1=C(C=C(C=C1CC2)N2C[C@@H]([C@H](C2)OC)N)F 3-amino-N-[(2R)-6-[(3S,4S)-3-amino-4-methoxypyrrolidin-1-yl]-8-fluoro-1,2,3,4-tetrahydronaphthalen-2-yl]-6-methylthieno[2,3-b]pyridine-2-carboxamide